N-[3-Fluoro-4-[(7-methoxy-1,5-naphthyridin-4-yl)oxy]phenyl]-5-(4-fluoro-2-methylphenyl)-1,6-dimethyl-4-oxopyridine-3-carboxamide FC=1C=C(C=CC1OC1=CC=NC2=CC(=CN=C12)OC)NC(=O)C1=CN(C(=C(C1=O)C1=C(C=C(C=C1)F)C)C)C